(3R,4S)-4-(4,4-diethyl-2-imino-6-oxotetrahydropyrimidin-1(2H)-yl)-N-((1R,2R)-2-hydroxy-2,3-dihydro-1H-inden-1-yl)-3-methoxychromane-6-carboxamide C(C)C1(NC(N(C(C1)=O)[C@@H]1[C@H](COC2=CC=C(C=C12)C(=O)N[C@H]1[C@@H](CC2=CC=CC=C12)O)OC)=N)CC